Cl.COC1=CC=C2C=C(N(C2=C1)C)C(=O)N1[C@H](CNCC1)C (S)-(6-methoxy-1-methyl-1H-indol-2-yl)(2-methylpiperazin-1-yl)methanone hydrochloride